ClC1=CC=C(OCC2=NN=C(S2)NC(C2=CN=C(C=C2C2=C(C=C3C=CNC3=C2)OC)C)=O)C=C1 N-(5-((4-Chlorophenoxy)methyl)-1,3,4-thiadiazol-2-yl)-4-(5-methoxy-1H-indol-6-yl)-6-methylnicotinamide